tert-butyl-4-(3-((5-chloro-1-methyl-1H-indol-3-yl)sulfonyl)phenyl)piperazine C(C)(C)(C)N1CCN(CC1)C1=CC(=CC=C1)S(=O)(=O)C1=CN(C2=CC=C(C=C12)Cl)C